ClCC=1N=C(OC1C)[C@@]1(C[C@H](CC1)N(S(=O)(=O)C)CC1=CC=C(C=C1)OC)CC=1C=C(C=CC1)C1=C(C=CC=C1)O N-((1S,3R)-3-(4-(chloromethyl)-5-methyloxazol-2-yl)-3-((2'-hydroxy-[1,1'-biphenyl]-3-yl)methyl)cyclopentyl)-N-(4-methoxybenzyl)methanesulfonamide